4-(9-((1R,5S)-3,8-diazabicyclo[3.2.1]octan-3-yl)-7-(3-(dimethylamino)azetidin-1-yl)-5-fluoro-2-methyl-2H-pyrazolo[4,3-f]quinazolin-4-yl)-5-ethynyl-6-fluoronaphthalen-2-ol [C@H]12CN(C[C@H](CC1)N2)C2=NC(=NC=1C(=C(C=3C(C21)=CN(N3)C)C3=CC(=CC2=CC=C(C(=C32)C#C)F)O)F)N3CC(C3)N(C)C